1-(3-(5-amino-3-(4-((4-cyclopropylpyridin-2-yl)oxy)phenyl)imidazo[1,5-c]pyrimidin-1-yl)piperidin-1-yl)prop-2-en-1-one NC1=NC=CC=2N1C(=NC2C2CN(CCC2)C(C=C)=O)C2=CC=C(C=C2)OC2=NC=CC(=C2)C2CC2